C(C(=C)C)(=O)OCCN1CCCC1 2-(N-pyrrolidinyl)ethyl methacrylate